[3-(trimethoxysilyl)propyl]n-butylamine CO[Si](CCCNCCCC)(OC)OC